5-amino-7-(4-bromophenyl)-3-(4-chlorophenyl)-7H-thiazolo[3,2-a]pyrimidine-6-carbonitrile NC1=C(C(N=C2N1C(=CS2)C2=CC=C(C=C2)Cl)C2=CC=C(C=C2)Br)C#N